fluoroformyl bromide FC(=O)Br